(3-(3-hydroxyoxetan-3-yl)phenyl)(4-(4-(trifluoromethyl)phenoxy)piperidin-1-yl)methanone OC1(COC1)C=1C=C(C=CC1)C(=O)N1CCC(CC1)OC1=CC=C(C=C1)C(F)(F)F